N(=C=O)CCCCN=C=O 1,4-Diisocyanatobutan